COCCOC=1C=C2C=CC(=CC2=CC1)NC1=CC=CC=C1 6-(2-Methoxyethoxy)-N-phenylnaphthalen-2-amine